N[C@H](C(=O)O)CC=1N=CN(C1)C (2S)-2-amino-3-(1-methylimidazol-4-yl)propanoic acid